C(C=C)(=O)OCCC[Si](OC)(OC)OC acryloyl-oxypropyl-trimethoxysilan